1-cyclopropyl-N-methyl-2-methylene-6-(trifluoromethyl)pyridin-3-amine C1(CC1)N1C(C(=CC=C1C(F)(F)F)NC)=C